C1(CC1)C=1N=NN(C1)[C@H](C(=O)N1[C@@H](C[C@H](C1)O)C(=O)NCC1=C(C=CC(=C1)F)CS(=O)(=O)C)C(C)(C)C (2S,4r)-1-[(2S)-2-(4-cyclopropyl-triazol-1-yl)-3,3-dimethyl-butyryl]-N-[[5-fluoro-2-(methylsulfonylmethyl)phenyl]methyl]-4-hydroxy-pyrrolidine-2-carboxamide